C1(CCCCC1)NC1CCCCC1.C(=O)(OCC1=CC=CC=C1)N[C@@H]([C@H](OC(C)(C)C)C)C(=O)O N-carbobenzoxy-O-tertiary butyl-L-threonine dicyclohexylamine salt